(2S,4R)-N-[(S)-[4-(3,3-difluorocyclobutyl)-3-fluorophenyl](phenyl)methyl]-4-fluoro-1-[2-(1,3-oxazol-2-yl)acetyl]pyrrolidine-2-carboxamide FC1(CC(C1)C1=C(C=C(C=C1)[C@@H](NC(=O)[C@H]1N(C[C@@H](C1)F)C(CC=1OC=CN1)=O)C1=CC=CC=C1)F)F